CCC(C(=O)N)(C)C methyl-neopentanamide